N-(1-(2,6-dichlorophenyl)propan-2-yl)-4-(trifluoromethoxy)benzenesulfonamide ClC1=C(C(=CC=C1)Cl)CC(C)NS(=O)(=O)C1=CC=C(C=C1)OC(F)(F)F